C1(=CC=CC=C1)[C@H]1N(OCC1)C(=O)C1(CC1)O 1-[(3S)-3-phenyl-1,2-oxazolidine-2-carbonyl]cyclopropane-1-ol